CC1=C(OC=2C=C3C(=NN(C3=CC2C=2C3=C(C(N(C2)C)=O)NC(=C3)C(=O)NCC)CC(C)(C)O)OCCN3CCOCC3)C(=CC=C1)C 4-(5-(2,6-dimethylphenoxy)-1-(2-hydroxy-2-methylpropyl)-3-(2-morpholinoethoxy)-1H-indazol-6-yl)-N-ethyl-6-methyl-7-oxo-6,7-dihydro-1H-pyrrolo[2,3-c]pyridine-2-carboxamide